4,4'-dibromo-2,2'-dimethyl-1,1'-biphenyl BrC1=CC(=C(C=C1)C1=C(C=C(C=C1)Br)C)C